CC1OC(CN(C1)C1=CC(=C(C=C1)NC=1C=CC2=C(OCC(N2CCNC)=O)C1)C)C 7-((4-(2,6-dimethylmorpholino)-2-methylphenyl)amino)-4-(2-(methylamino)ethyl)-2H-benzo[b][1,4]oxazin-3(4H)-one